4'-methyl-2-hydroxyacetophenone CC1=CC=C(C=C1)C(CO)=O